(1R,4R)-N1-(4-(5-(cycloheptylmethyl)-1-methyl-1H-pyrazol-4-yl)pyrimidin-2-yl)cyclohexane-1,4-diamine C1(CCCCCC1)CC1=C(C=NN1C)C1=NC(=NC=C1)NC1CCC(CC1)N